2-(3-fluoro-5-(trifluoromethyl)phenyl)-ethanone FC=1C=C(C=C(C1)C(F)(F)F)CC=O